Racemic-N-(6-amino-5-methyl-3-pyridyl)-2-[(2S,5R)-2-(4-fluorophenyl)-5-methyl-4-[1-(trifluoromethyl)cyclopropyl]piperazin-1-yl]-2-oxo-acetamide NC1=C(C=C(C=N1)NC(C(=O)N1[C@H](CN([C@@H](C1)C)C1(CC1)C(F)(F)F)C1=CC=C(C=C1)F)=O)C |r|